C(C)(C)(C)OC(=O)N1C[C@H](CC1)CC(=O)O 2-[(3R)-1-t-butoxycarbonylpyrrolidin-3-yl]acetic acid